BrC1=CN=CC=2NCC3N(C21)CCCC3 1-Bromo-6,6a,7,8,9,10-hexahydro-5H-dipyrido[1,2-a:3',4'-e]pyrazine